(9'-oxo-3',4',7',9'-tetrahydro-8'H-spiro[piperidine-4,2'-pyrano[2,3-e]isoindol]-8'-yl)piperidine-2,6-dione O=C1N(CC2=CC=C3C(=C12)OC1(CC3)CCNCC1)N1C(CCCC1=O)=O